N1CCC2=C(C=CC=C12)C1=CC=C(C=N1)C(=O)OC methyl 6-(2,3-dihydro-1H-indol-4-yl)pyridine-3-carboxylate